(3-bromo-4-(methyl-d3)phenyl)ethan-1-one 6-bromohexyl-2-hexyldecanoate BrCCCCCCOC(C(CCCCCCCC)CCCCCC)=O.BrC=1C=C(C=CC1C([2H])([2H])[2H])C(C)=O